Cl.C(#N)CC1(CN(C1)C1=CC(=C(C(=O)NCC(CF)(CF)CF)C=C1F)F)N1N=CC(=C1)C=1C(=NNC1C)C 4-[3-(cyanomethyl)-3-(3',5'-dimethyl-1H,1'H-4,4'-bipyrazol-1-yl)azetidin-1-yl]-2,5-difluoro-N-[(1S)-2,2,2-trifluoromethylethyl]benzamide hydrochloric acid salt